methyl 2,6-dichloro-4-methylnicotinate ClC1=C(C(=O)OC)C(=CC(=N1)Cl)C